FC1=C(C#N)C=C(C=C1)CN1C=NC=C1C=O 2-Fluoro-5-((5-Formyl-1H-imidazol-1-yl)methyl)benzonitrile